2-(1H-Pyrrolo[2,3-b]pyridin-3-yl)-1H-imidazo[4,5-c]pyridine N1C=C(C=2C1=NC=CC2)C=2NC1=C(C=NC=C1)N2